N1(C=NC=C1)CC(=O)C=1C=CC(=C(C1)N1C(=NC2=CC=CC=C2C1=O)CN1CCNCC1)OC(C)C 3-(5-(2-(1H-imidazol-1-yl)acetyl)-2-isopropoxyphenyl)-2-(piperazin-1-ylmethyl)quinazolin-4(3H)-one